2-(Phenylamino)-1-(pyrrolidin-1-yl)ethan-1-one C1(=CC=CC=C1)NCC(=O)N1CCCC1